OCCCC(CO)(C=C)O hydroxypropyl-vinyl-monoethylene glycol